C(CN(CC(=O)O)CC(=O)O)N(CC(=O)O)CC(=O)O ethylenebis[N-(carboxymethyl)glycine]